3-(4-Hydroxy-2-(trifluoromethyl)phenyl)-8-methoxy-2-(trifluoromethyl)-4H-pyrido[1,2-a]pyrimidin-4-one OC1=CC(=C(C=C1)C1=C(N=C2N(C1=O)C=CC(=C2)OC)C(F)(F)F)C(F)(F)F